NONYNE CCCCCCCC#C